N-(5-amino-1-(cyclohexylamino)-1-oxopentan-2-yl)-N-cyclohexyl-2-iodobenzamide NCCCC(C(=O)NC1CCCCC1)N(C(C1=C(C=CC=C1)I)=O)C1CCCCC1